FC1=CC=C(COC2=CC=C3CCN(CC3=C2)CC2=NC3=C(N2C[C@H]2OCC2)C=C(C=C3)C(=O)O)C=C1 (S)-2-((7-((4-fluorobenzyl)oxy)-3,4-dihydroisoquinolin-2(1H)-yl)methyl)-1-((oxetan-2-yl)methyl)-1H-benzo[d]imidazole-6-carboxylic acid